ethyl 3-((1-(2-(bis(4-methoxybenzyl)amino)pyridin-3-yl)ethyl)(2,6-dichloro-5-nitropyrimidin-4-yl)amino)propanoate COC1=CC=C(CN(C2=NC=CC=C2C(C)N(CCC(=O)OCC)C2=NC(=NC(=C2[N+](=O)[O-])Cl)Cl)CC2=CC=C(C=C2)OC)C=C1